3-[(1R,2S)-2-(4-chloro-3-methylphenyl)cyclopropyl]-1-methyl-1-[(3R)-1-(pyridazin-3-yl)piperidin-3-yl]urea ClC1=C(C=C(C=C1)[C@H]1[C@@H](C1)NC(N([C@H]1CN(CCC1)C=1N=NC=CC1)C)=O)C